(S)-N-ethyl-5-fluoro-2-((5-(2-(6-hydroxy-2-methylhexan-3-yl)-2,6-diazaspiro[3.4]octan-6-yl)-1,2,4-triazin-6-yl)oxy)-N-isopropylbenzamide C(C)N(C(C1=C(C=CC(=C1)F)OC1=C(N=CN=N1)N1CC2(CN(C2)[C@H](C(C)C)CCCO)CC1)=O)C(C)C